OC12CCC(CC1)(CC2)C2=NN=C(S2)C=2C(=CC(=NC2)C2=CC=C1N2N=CC(=C1)C#N)NC(C)C 7-(5-(5-(4-hydroxybicyclo[2.2.2]oct-1-yl)-1,3,4-thiadiazol-2-yl)-4-(isopropylamino)pyridin-2-yl)pyrrolo[1,2-b]pyridazine-3-carbonitrile